7-{3-[(5,6-Dimethoxypyridin-2-yl)carbamoyl]azetidin-1-yl}-5-methyl-4-oxo-1-(1,2,4-thiadiazol-5-yl)-1,4-dihydro-1,8-naphthyridine-3-carboxylic acid COC=1C=CC(=NC1OC)NC(=O)C1CN(C1)C1=CC(=C2C(C(=CN(C2=N1)C1=NC=NS1)C(=O)O)=O)C